CN(C(=O)C=1C=C(COC2=CC=C(C=C2)C=2C=C(C(NC2C(F)(F)F)=O)C(=O)N)C=CC1)C 5-(4-((3-(dimethylcarbamoyl)benzyl)oxy)phenyl)-2-oxo-6-(trifluoromethyl)-1,2-dihydropyridine-3-carboxamide